t-butyl ((exo-3-azabicyclo[3.1.0]hexan-6-yl)methyl)(methyl)carbamate C12CNCC2C1CN(C(OC(C)(C)C)=O)C